trans-1-(4-(2-((6-(4-(3,4-dihydroisoquinolin-2(1H)-yl)-3-hydroxy-piperidine-1-carbonyl)pyrimidin-4-yl)amino)ethyl)piperidin-1-yl)ethanone C1N(CCC2=CC=CC=C12)[C@H]1[C@@H](CN(CC1)C(=O)C1=CC(=NC=N1)NCCC1CCN(CC1)C(C)=O)O